N-(3-(4-bromothiophen-2-yl)-1H-pyrazol-5-yl)-5-(1-methylpiperidin-4-ylamino)benzamide BrC=1C=C(SC1)C1=NNC(=C1)NC(C1=CC=CC(=C1)NC1CCN(CC1)C)=O